3-chloro-6-[4-(4-fluoro-3-methoxy-phenyl)-1-methyl-pyrazol-3-yl]imidazo[1,2-a]pyridine ClC1=CN=C2N1C=C(C=C2)C2=NN(C=C2C2=CC(=C(C=C2)F)OC)C